5-(((Trans-3-(4-(cyclohexylamino)-3-cyclopropyl-1H-pyrazol-1-yl)cyclobutyl)methyl)amino)-2-(2,6-dioxopiperidin-3-yl)isoindoline-1,3-dione C1(CCCCC1)NC=1C(=NN(C1)[C@@H]1C[C@H](C1)CNC=1C=C2C(N(C(C2=CC1)=O)C1C(NC(CC1)=O)=O)=O)C1CC1